ClN1C(=O)N(C(=O)C1C)Cl 1,3-dichloro-5-methylhydantoin